N1,N1-dimethyl-N4-{2-[4-(morpholine-4-carbonyl)piperidin-1-yl]phenyl}benzene-1,4-disulfonamide CN(S(=O)(=O)C1=CC=C(C=C1)S(=O)(=O)NC1=C(C=CC=C1)N1CCC(CC1)C(=O)N1CCOCC1)C